N-(6-{[6-(5-chloro-2-fluorophenyl)-3-{methyl[(3-methyl-2-oxooxolan-3-yl)methyl]amino}pyridazin-4-yl]amino}pyrimidin-4-yl)-2-(4-methyl-1,4-diazepan-1-yl)acetamide ClC=1C=CC(=C(C1)C1=CC(=C(N=N1)N(CC1(C(OCC1)=O)C)C)NC1=CC(=NC=N1)NC(CN1CCN(CCC1)C)=O)F